7,10a-dimethyl-8-oxo-2,4-bis(pyridin-4-yl)-5,6,6a,7,8,10a-hexahydrobenzo[h]quinazoline-9-carbonitrile CC1C(C(=CC2(C1CCC=1C(=NC(=NC21)C2=CC=NC=C2)C2=CC=NC=C2)C)C#N)=O